C(C)C(C(=O)O)C(CC)CC 2,3-diethyl-pentanoic acid